ClC1=CC=C(CNC(C(C(C)C)NC(CC2N(C(CC2)=O)CC2=C(C(=CC=C2)F)F)=O)=O)C=C1 N-(4-Chlorobenzyl)-2-(2-(1-(2,3-difluorobenzyl)-5-oxopyrrolidin-2-yl)acetamido)-3-methylbutanamide